BrC=1C=C(C=NC1)C(NC(=O)[C@@H]1[C@H]2C([C@H]2CN1C([C@H](C(C)(C)C)NS(=O)(=O)C1=CC=C(C=C1)N(C)C)=O)(C)C)C#N (1R,2S,5S)-N-((5-bromopyridin-3-yl)(cyano)methyl)-3-((S)-2-((4-(Dimethylamino)phenyl)sulfonamido)-3,3-dimethylbutyryl)-6,6-dimethyl-3-azabicyclo[3.1.0]hexane-2-Formamide